3-aminocyclohex-2-en-1-one hydrobromide Br.NC1=CC(CCC1)=O